C1[C@H]([C@@H]([C@@H](C=C1C(=O)[O-])O)O)O The molecule is a cyclohexenecarboxylate that is the conjugate base of shikimic acid. It has a role as an Escherichia coli metabolite, a Saccharomyces cerevisiae metabolite and a plant metabolite. It is a cyclohexenecarboxylate and a hydroxy monocarboxylic acid anion. It is a conjugate base of a shikimic acid.